Cl.N[C@H](C)C=1C=C(C=NC1)C(C(C)(O)C)(F)F (R)-1-(5-(1-aminoethyl)pyridin-3-yl)-1,1-difluoro-2-methylpropan-2-ol hydrochloride